dihydromorphone hydrochloride Cl.C1=CC(O)=C2C=3[C@@]45[C@@H](O2)C(=O)CC[C@H]4[C@@H](CC13)N(C)CC5.C5=CC(O)=C1C=3[C@@]42[C@@H](O1)C(=O)CC[C@H]4[C@@H](CC53)N(C)CC2